OC1=C(C=C(C=C1C)C1=CC(=C(C(=C1)C)O)C)C 4,4'-dihydroxy-3,3',5,5'-tetramethylbiphenyl